CN(CCNC1=CC(=C2CN(C(NC2=C1)=O)C1CCC(CC1)C(=O)NC1=CC(=C(C=C1)C)OC)C)C (1s,4s)-4-(7-(2-(dimethylamino)ethylamino)-5-methyl-2-oxo-1,2-dihydroquinazolin-3(4H)-yl)-N-(3-methoxy-4-methylphenyl)cyclohexanecarboxamide